(3R)-3-amino-7-(5-tert-butyl-1,3,4-oxadiazol-2-yl)-5-[[4-(4-methoxy-1-piperidyl)phenyl]methyl]-1,1-dioxo-2,3-dihydro-1λ6,5-benzothiazepin-4-one N[C@H]1CS(C2=C(N(C1=O)CC1=CC=C(C=C1)N1CCC(CC1)OC)C=C(C=C2)C=2OC(=NN2)C(C)(C)C)(=O)=O